C(C)(C)(C)OC(=O)[C@H]1NCCC[C@H]1C(=O)O (2S,3R)-2-(tert-butoxycarbonyl)piperidine-3-carboxylic acid